FCC12C(CN(C1)C)NCC2 3a-(fluoromethyl)-5-methyloctahydropyrrolo[2,3-c]pyrrole